N-(cyclopropylmethyl)-4-(2,2-difluoro-7-((5-methoxy-7-methyl-1H-indol-4-yl)methyl)-7-azaspiro[3.5]nonan-6-yl)benzamide C1(CC1)CNC(C1=CC=C(C=C1)C1CC2(CC(C2)(F)F)CCN1CC1=C2C=CNC2=C(C=C1OC)C)=O